(2R)-2-[(4-methoxybenzyl)amino]-3-(4-{2-[2-(2-methoxyethoxy)ethoxy]ethoxy}phenyl)propan-1-ol COC1=CC=C(CN[C@@H](CO)CC2=CC=C(C=C2)OCCOCCOCCOC)C=C1